CC=1C(=C(C=C(C1)C)O)C1=NC=2N(C=C1)N=C(N2)OC2CN(CCC2)C 3,5-dimethyl-2-(2-((1-methylpiperidin-3-yl)oxy)-[1,2,4]triazolo[1,5-a]pyrimidin-5-yl)phenol